O.[Ru+2] ruthenium (II) monohydrate